[(p-methoxyphenyl)methyl][(2-pyridyl)methyl]amine COC1=CC=C(C=C1)CNCC1=NC=CC=C1